O=C1N(CCC1)CC1CCN(CC1)C1=C(C=O)C=C(C=C1)C=1C=NNC1 2-(4-((2-oxopyrrolidin-1-yl)methyl)piperidin-1-yl)-5-(1H-pyrazol-4-yl)benzaldehyde